tributyl(1-methoxyethenyl)stannane C(CCC)[Sn](C(=C)OC)(CCCC)CCCC